tert-butyl N-[2-(3-acetyl-5-bromo-2-pyridyl)ethyl]carbamate C(C)(=O)C=1C(=NC=C(C1)Br)CCNC(OC(C)(C)C)=O